ClC1=C(C=CC=C1C1=C(C(=CC=C1)C1=CC=C2C(=N1)N(C=C2CN(C)CCO)C)Cl)C2=CC=C(C(=N2)OC)CNCC2CCC(N2)=O 5-[[[6-[2-Chloro-3-[2-chloro-3-[3-[[2-hydroxyethyl(methyl)amino]methyl]-1-methyl-pyrrolo[2,3-b]pyridin-6-yl]phenyl]phenyl]-2-methoxy-3-pyridyl]methylamino]methyl]pyrrolidin-2-one